ClC=1C=C(OC2CCC(CC2)NC(=O)C=2N=NC(=CC2)N2C[C@@H](OCC2)C=O)C=CC1C#N N-((1r,4R)-4-(3-chloro-4-cyanophenoxy)cyclohexyl)-6-((R)-2-formylmorpholino)pyridazine-3-carboxamide